C(C(C(C(C(C(C(=O)[O-])O)O)O)O)O)O.[Na+] α-D-glucoheptonic acid